2-amino-3-(2-hydroxyethyl)amino-6,7-dihydro-1H,5H-pyrazolo[1,2-a]pyrazol-1-one NC1=C(N2N(CCC2)C1=O)NCCO